The molecule is a dialkylglycerophosphoethanolamine in which the amino group of 1,2-dihexadecyl-sn-glycero-3-phosphoethanolamine (DHPE) carries an (aminooxy)acetyl functionality. It has a role as a microarray analysis reagent. It derives from a 1,2-dihexadecyl-sn-glycero-3-phosphoethanolamine. CCCCCCCCCCCCCCCCOC[C@H](COP(=O)(O)OCCNC(=O)CON)OCCCCCCCCCCCCCCCC